FC=1C(=NC(=NC1)NC1CCN(CC1)S(=O)(=O)C)C=1C=C2N=CC=NC2=CC1 5-fluoro-N-(1-(methylsulfonyl)piperidin-4-yl)-4-(quinoxalin-6-yl)pyrimidin-2-amine